1-phenyl-3-(4-vinylphenyl)-1H-pyrazol-5-amine C1(=CC=CC=C1)N1N=C(C=C1N)C1=CC=C(C=C1)C=C